4-[(5R)-5-Fluoro-2-(4-fluorophenyl)-5,6-dihydro-4H-pyrrolo[1,2-b]pyrazol-3-yl]-1H-pyrazolo[3,4-b]pyridine F[C@@H]1CC=2N(N=C(C2C2=C3C(=NC=C2)NN=C3)C3=CC=C(C=C3)F)C1